7-Ethyl-indoleheptanamide hydrochloride Cl.C(C)C=1C=CC=C2C=C(NC12)CCCCCCC(=O)N